ClC1=C(C=C(C=C1)C(C)C)B(O)O (2-CHLORO-5-ISOPROPYLPHENYL)BORONIC ACID